C1(CC1)C=1N=CC(=NC1)N1CCN(CC1)C(CCOC[C@H](C)NC1=C(C(NN=C1)=O)C(F)(F)F)=O (S)-5-((1-(3-(4-(5-Cyclopropylpyrazin-2-yl)piperazin-1-yl)-3-oxopropoxy)propan-2-yl)Amino)-4-(trifluoromethyl)pyridazin-3(2H)-one